C(C)OC=1C=C(C=CC1)C1=C(C=C(C(=O)N2CCNCC2)C=C1)F 4-[4-(3-ethoxyphenyl)-3-fluorobenzoyl]piperazin